(R)-1-(3-(6-chloro-5-methoxy-1-methyl-3-(1H-pyrazol-4-yl)-1H-pyrrolo[3,2-b]pyridin-2-yl)-1H-1,2,4-triazol-5-yl)-2-meth-oxy-N,N-dimethylethan-1-amine ClC=1C=C2C(=NC1OC)C(=C(N2C)C2=NNC(=N2)[C@H](COC)N(C)C)C=2C=NNC2